C(C)(C)C1=C(C2=CC=CC=C2C=C1)C(C)C di(isopropyl)naphthalene